ClC1=C(OC=2C=CC(N(C2)CC2=CC=NC=C2)=O)C(=CC(=C1)[N+](=O)[O-])Cl 5-(2,6-Dichloro-4-nitrophenoxy)-1-(pyridin-4-ylmethyl)pyridin-2(1H)-one